4-((4-methoxyphenyl)amino)-6-acetylamino-1H-indole-2-carboxylic acid COC1=CC=C(C=C1)NC1=C2C=C(NC2=CC(=C1)NC(C)=O)C(=O)O